N-(3,4-dichlorophenyl)-5-(1-methyl-1H-pyrazol-4-yl)-1H-pyrazolo[3,4-b]pyridin-3-amine ClC=1C=C(C=CC1Cl)NC1=NNC2=NC=C(C=C21)C=2C=NN(C2)C